Peracetat C(C)(=O)O[O-]